((2R,7aS)-2-((4-iodobenzyl)oxy)tetrahydro-1H-pyrrolizin-7a(5H)-yl)methanol IC1=CC=C(CO[C@@H]2C[C@@]3(CCCN3C2)CO)C=C1